(1R,3S)-5',7-Dichloro-6-fluoro-3-methyl-spiro[2,3,4,9-tetrahydropyrido[3,4-b]indole-1,3'-indoline]-2'-one ClC=1C=C2[C@@]3(C(NC2=CC1)=O)N[C@H](CC1=C3NC3=CC(=C(C=C13)F)Cl)C